(4-phenoxyphenyl)diphenyl-sulfonium triflate [O-]S(=O)(=O)C(F)(F)F.O(C1=CC=CC=C1)C1=CC=C(C=C1)[S+](C1=CC=CC=C1)C1=CC=CC=C1